(4-((2-amino-3-chloropyridin-4-yl)oxy)-3-fluorophenyl)-1-(2-hydroxy-2-methylpropyl)-5-methyl-3-oxo-2-phenyl-2,3-dihydro-1H-pyrazole-4-carboxamide NC1=NC=CC(=C1Cl)OC1=C(C=C(C=C1)NC(=O)C=1C(N(N(C1C)CC(C)(C)O)C1=CC=CC=C1)=O)F